bis(benzotriazolyl)urea N1N=NC2=C1C=CC=C2NC(NC2=CC=CC=1NN=NC12)=O